(R)-N-(3-(1-((2-Amino-5-(1-methyl-1H-pyrazol-4-yl)pyridin-3-yl)oxy)ethyl)phenyl)-3,5-dimethylbenzamid NC1=NC=C(C=C1O[C@H](C)C=1C=C(C=CC1)NC(C1=CC(=CC(=C1)C)C)=O)C=1C=NN(C1)C